[Si](C1=CC=CC=C1)(C1=CC=CC=C1)(C(C)(C)C)OCCCN(CCCC(=O)OCCC1OC(OC1)(CCCCCCCCSCCSCCCC)CCCCCCCCSCCSCCCC)C 2-(2,2-bis(8-((2-(Butylthio)ethyl)thio)octyl)-1,3-dioxolan-4-yl)ethyl 4-((3-((tert-butyldiphenylsilyl)oxy)propyl)(methyl)amino)butanoate